(R)-6-chloro-N-(3-(3-imino-2,5-dimethyl-1,1-dioxo-1,2,4-thiadiazin-5-yl)phenyl)benzo[d]oxazole-2-carboxamide ClC1=CC2=C(N=C(O2)C(=O)NC2=CC(=CC=C2)[C@]2(NC(N(S(C2)(=O)=O)C)=N)C)C=C1